(2R,4S)-2-(4-chlorophenyl)-4-(1,1-difluoroethyl)-N-((S,E)-4-(methylsulfonyl)but-3-en-2-yl)piperidine-1-carboxamide ClC1=CC=C(C=C1)[C@@H]1N(CC[C@@H](C1)C(C)(F)F)C(=O)N[C@@H](C)\C=C\S(=O)(=O)C